ClC1=CC2=C(N(C(C(N2C)=O)=O)C2CCNCC2)N=C1C 7-chloro-1,6-dimethyl-4-(piperidin-4-yl)-1,4-dihydropyrido[2,3-b]pyrazine-2,3-dione